O1CCOC2=C1C=CC(=C2)/C=C/C(=O)C2=CC=C(OC(C(=O)O)C)C=C2 2-[4-[(E)-3-(2,3-Dihydro-1,4-benzodioxin-6-yl)prop-2-enoyl]phenoxy]propanoic acid